N(=C=O)CC[Si](OC)(OC)C 2-isocyanatoethyl-methyldimethoxysilane